tetrahydro-2H-pyrano[3,4-d]oxazole O1CNC2C1=CCOC2